tert-butyl-3-((2-((1S,3R)-2-(3-((tert-butyldiphenylsilyl)oxy)-2,2-difluoropropyl)-3-methyl-2,3,4,9-tetrahydro-1H-pyrido[3,4-b]indol-1-yl)thiazol-5-yl)methyl)azetidine-1-carboxylate C(C)(C)(C)OC(=O)N1CC(C1)CC1=CN=C(S1)[C@H]1N([C@@H](CC2=C1NC1=CC=CC=C21)C)CC(CO[Si](C2=CC=CC=C2)(C2=CC=CC=C2)C(C)(C)C)(F)F